C(C1=CC=CC=C1)OC=1C(C(=CN2N(CN(C(C21)=O)[C@@H](C)C=C)C(C)C(=C)C)C(=O)NCC2=C(C=C(C=C2)F)F)=O 5-(benzyloxy)-3-((S)-but-3-en-2-yl)-N-(2,4-difluorobenzyl)-1-(3-methylbut-3-en-2-yl)-4,6-dioxo-2,3,4,6-tetrahydro-1H-pyrido[2,1-f][1,2,4]triazine-7-carboxamide